S1CNCNC1 1,3,5-Thiadiazinane